ClC=1C=C2C(=CN1)N(C(=C2)C=2C(=NC=CC2OC2CC2)OC)C 3-{5-chloro-1-methylpyrrolo[2,3-c]pyridin-2-yl}-4-cyclopropyloxy-2-methoxypyridine